CC1=CC(=NC=C1C)C1=NC=C(C(=C1)C)C 4,4',5,5'-tetramethyl-2,2'-bipyridine